COC=1C=C(N)C=CC1OCC1=NC=CC=N1 3-methoxy-4-(pyrimidin-2-ylmethoxy)aniline